FC1=C(C(=O)O)C(=CC(=C1)C1=NC=NC(=C1)NCCN1C(=CC2=C(C(=CC=C12)F)OC)C)CCC 2-Fluoro-4-{6-[2-(5-fluoro-4-methoxy-2-methyl-indol-1-yl)-ethylamino]-pyrimidin-4-yl}-6-propyl-benzoic acid